N'-acetyl-4-amino-7-fluoro-N',1-dimethyl-N-[[5-(trifluoromethyl)-2-pyridyl]methyl]pyrazolo[4,3-c]quinoline-8-carbohydrazide C(C)(=O)N(N(C(=O)C1=CC=2C3=C(C(=NC2C=C1F)N)C=NN3C)CC3=NC=C(C=C3)C(F)(F)F)C